2-(2-(3,3-difluorocyclobutoxy)-4-nitrophenyl)oxazole FC1(CC(C1)OC1=C(C=CC(=C1)[N+](=O)[O-])C=1OC=CN1)F